BrC=1C=C2N=CC(=NC2=CC1)C=1C=NN(C1)CCCCCCNC1=C2C(N(C(C2=CC=C1)=O)C1C(NC(CC1)=O)=O)=O ((6-(4-(6-bromoquinoxalin-2-yl)-1H-pyrazol-1-yl)hexyl)amino)-2-(2,6-dioxopiperidin-3-yl)isoindoline-1,3-dione